5-fluoro-4-phenyl-1-(4-bromophenyl)-3-trifluoromethyl-1H-pyrazole FC1=C(C(=NN1C1=CC=C(C=C1)Br)C(F)(F)F)C1=CC=CC=C1